C1(=CC=CC=C1)C(C1=CC=CC=C1)=NC1=NC=C(C(=C1)NC)N1N=CC=N1 ((diphenylmethylene)amino)-N-methyl-5-(2H-1,2,3-triazol-2-yl)pyridin-4-amine